ClC1=NC(=CC(=C1)C=1C(=NN2C1N=C(C=C2)NC2CCN(CC2)CC)C=2C=C(C#N)C=CC2)C 3-[3-(2-Chloro-6-methyl-4-pyridyl)-5-[(1-ethyl-4-piperidyl)amino]pyrazolo[1,5-a]pyrimidin-2-yl]benzonitrile